C(C)(C)NC(=O)C1=CC=C2C(=CC=3N(C2=C1)N=NN3)C3=CC=C(C=C3)C(F)(F)F N-Isopropyl-5-(4-(trifluoromethyl)phenyl)tetrazolo[1,5-a]quinoline-8-carboxamide